tert-butyl (1-(3-acetamidophenyl)-1,2,3,4-tetrahydroquinolin-3-yl)carbamate C(C)(=O)NC=1C=C(C=CC1)N1CC(CC2=CC=CC=C12)NC(OC(C)(C)C)=O